CO[Si](CCCNCCCC)(OC)OC N-[3-(Trimethoxysilyl)propyl]butane-1-amine